N[C@H]([C@@H](CN(S(=O)(=O)C1=CC=C(C=C1)F)C1CC1)O)CC1=CC=CC=C1 N-((2R,3S)-3-amino-2-hydroxy-4-phenylbutyl)-N-cyclopropyl-4-fluorobenzenesulfonamide